C12(CC3CC(CC(C1)C3)C2)NC(CCl)=O N-(adamantan-1-yl)-2-chloroacetamide